C(C)C1=CC=C(N=N1)NC=1C=C(C(=O)NCC=2OC(=CC2)C)C=CC1 3-[(6-ethylpyridazin-3-yl)amino]-N-[(5-methylfuran-2-yl)methyl]benzamide